6-bromo-1-chloroisoquinoline BrC=1C=C2C=CN=C(C2=CC1)Cl